5-bromo-2-((2,2-dimethyl-1,3-dioxolan-4-yl)methoxy)-3-nitropyridine BrC=1C=C(C(=NC1)OCC1OC(OC1)(C)C)[N+](=O)[O-]